2,4-Dimethyl-5-ethylthiazole CC=1SC(=C(N1)C)CC